N-{1-[1-(trifluoromethyl)cyclopropyl]ethyl}-4-(1,7-diaza-7-spiro[4.4]nonyl)-5-(3,5-difluorophenyl)nicotinamide FC(C1(CC1)C(C)NC(C1=CN=CC(=C1N1CC2(CCCN2)CC1)C1=CC(=CC(=C1)F)F)=O)(F)F